[Si](C)(C)(C(C)(C)C)OCC(CC1=C(N(C2=CC=C(C=C12)N1C[C@@H](OCC1)CCC(=O)O)CC)C=1C(=NC=CC1)[C@H](C)OC)(C)C 3-[(2S)-4-(3-{3-[(tert-butyldimethylsilyl)oxy]-2,2-dimethylpropyl}-1-ethyl-2-{2-[(1S)-1-methoxyethyl]Pyridin-3-yl}indol-5-yl)morpholin-2-yl]Propionic acid